FC1=C(C=CC=C1)S(=O)(=O)C1=CC=C(C=C1)NC(OC1=CC=CC=C1)=O phenyl (4-((2-fluorophenyl)sulfonyl)phenyl)carbamate